C(C)(=O)[O-].C(C)(=O)[O-].[Pd+2] Palladium(2+) diacetate